CC=1C=C2CCC(NC2=CC1)=O 6-methyl-3,4-dihydroquinolin-2(1H)-one